dimethylethylaluminum diethoxide [O-]CC.[O-]CC.C[Al](CC)C